Benzyl N-[(1R)-2-[2-(3-amino-3-oxo-propyl)-2-(2-chloroacetyl)hydrazino]-1-(cyclohexylmethyl)-2-oxo-ethyl]carbamate NC(CCN(NC([C@@H](CC1CCCCC1)NC(OCC1=CC=CC=C1)=O)=O)C(CCl)=O)=O